BrC1=NNC2=C1C(=NC=C2)C2=CC(=C(C=C2)S(=O)(=O)C)C 3-bromo-4-(3-methyl-4-(methylsulfonyl)phenyl)-1H-pyrazolo[4,3-c]Pyridine